FCCNC(C)=O N-(2-fluoroethyl)acetamide